CC1=CC=C(C=C1)S(=O)(=O)OCC1CCN(CC1)C=1C=C2C(N(CC2=CC1)C1C(NC(CC1)=O)=O)=O (1-(2-(2,6-dioxopiperidin-3-yl)-3-oxoisoindolin-5-yl)piperidin-4-yl)methyl 4-methylbenzenesulfonate